2-((2R,5S)-2-(2-(2-(dimethylamino)-2-methylpropyl)benzo[d]thiazol-5-yl)-5-methylpiperidin-1-yl)-2-oxo-N-(1-((2-(trimethylsilyl)ethoxy)methyl)-1H-pyrazolo[4,3-c]pyridin-7-yl)acetamide CN(C(CC=1SC2=C(N1)C=C(C=C2)[C@@H]2N(C[C@H](CC2)C)C(C(=O)NC=2C1=C(C=NC2)C=NN1COCC[Si](C)(C)C)=O)(C)C)C